(2R)-2-amino-N-[5-[(3,3,7-trimethyl-2H-benzofuran-4-yl)oxy]pyrazin-2-yl]butanamide N[C@@H](C(=O)NC1=NC=C(N=C1)OC1=CC=C(C2=C1C(CO2)(C)C)C)CC